[Si](C)(C)(C(C)(C)C)O[C@H](C(F)(F)F)C=1C(=C2C(=NN(C2=CC1)C)NC1=CC(=NC=C1C(=O)NC([2H])([2H])[2H])NC(=O)[C@H]1[C@H](C1)F)OC 4-((5-((S)-1-((tert-butyldimethylsilyl)oxy)-2,2,2-trifluoroethyl)-4-methoxy-1-methyl-1H-indazol-3-yl)amino)-6-((1S,2S)-2-fluorocyclopropane-1-carboxamido)-N-(methyl-d3)nicotinamide